(R)-4-(3-(8-amino-6-methylpyrido[3,4-d]pyrimidin-2-yl)phenyl)-2-(thiazol-2-yl)but-3-yn-2-ol trifluoroacetate FC(C(=O)O)(F)F.NC1=NC(=CC2=C1N=C(N=C2)C=2C=C(C=CC2)C#C[C@@](C)(O)C=2SC=CN2)C